CC1([C@H]([C@@H](N(C1=O)C=1C=C2C=NN(C2=CC1)C1=CN(C(C=C1)=O)C)C1=CC=CC=C1)NC(=O)C=1N=CSC1)C N-[(2s,3r)-4,4-dimethyl-1-[1-(1-methyl-6-oxo-1H-pyridin-3-yl)-1H-indazol-5-yl]-5-oxo-2-phenyl-pyrrolidin-3-yl]-thiazole-4-carboxylic acid amide